di-n-propyl (2-n-butylpentylidene)malonate C(CCC)C(C=C(C(=O)OCCC)C(=O)OCCC)CCC